O=C1NC2=CC(=CC=C2C=C1)C=1CCN(CC1)C(=O)OC(C)(C)C tert-butyl 4-(2-oxo-1,2-dihydroquinolin-7-yl)-3,6-dihydropyridine-1(2H)-carboxylate